1,10-diazabicyclo(7.3.0)dodecene N12C=CCCCCCC2NCC1